C1(CC1)C=1C=NN2C1N(C(C1=C2N=C(C=C1)C)=O)CC(=O)NC1=NC=C(C=C1)F 2-(3-cyclopropyl-8-methyl-5-oxopyrazolo[1,5-a]pyrido[3,2-e]pyrimidin-4(5H)-yl)-N-(5-fluoropyridin-2-yl)acetamide